FC(OC1=CC=C(C=C1)C=1C=C2CCC(C(C2=CC1)NC(O[C@@H]1CN2CCC1CC2)=O)(C)C)F (S)-quinuclidin-3-yl (6-(4-(difluoromethoxy)phenyl)-2,2-dimethyl-1,2,3,4-tetrahydronaphthalen-1-yl)carbamate